FC(C1=NN=C(O1)C=1C=NC(=NC1)NC(C1=C(C=CC=C1)NS(=O)(=O)C)C1=CC=C(C=C1)F)F N-(2-(((5-(5-(difluoromethyl)-1,3,4-oxadiazol-2-yl)pyrimidin-2-yl)amino)(4-fluorophenyl)methyl)phenyl)methanesulfonamide